5-chloropyridine-3-sulfonamide ClC=1C=C(C=NC1)S(=O)(=O)N